Cl.C(C)(C)(C)N(C(O)=O)C[C@H](C)OC1=C(C=C(C=C1)F)[C@@H](C)N tert-butyl((S)-2-(2-((R)-1-aminoethyl)-4-fluorophenoxy)propyl)carbamate Hydrochloride